3-(5-(4-((4-((4'-fluoro-5,5-dimethyl-3,4,5,6-tetrahydro-[1,1'-biphenyl]-2-yl)methyl)piperazin-1-yl)methyl)phenyl)-1-oxoisoindolin-2-yl)piperidine-2,6-dione FC1=CC=C(C=C1)C1=C(CCC(C1)(C)C)CN1CCN(CC1)CC1=CC=C(C=C1)C=1C=C2CN(C(C2=CC1)=O)C1C(NC(CC1)=O)=O